[1-(3-hydroxypropyl)indazol-6-yl]-2,4-pyrimidinediamine OCCCN1N=CC2=CC=C(C=C12)C=1C(=NC(=NC1)N)N